Cl.N=1N=CN(C1)CCOC=1N=CC=C2C1N(C(=C2)C2=NN1C(C=CC(=C1)C(=O)N1C[C@@H](CCC1)N)=C2C)CC2CC2 (R)-(2-(7-(2-(4H-1,2,4-Triazol-4-yl)ethoxy)-1-(cyclopropylmethyl)-1H-pyrrolo[2,3-c]pyridin-2-yl)-3-methylpyrazolo[1,5-a]pyridin-6-yl)(3-aminopiperidin-1-yl)methanone HCl